NC1=C(C=CC=C1NCC1=CC(=C(C=C1)F)Cl)N1CCN(CC1)C(=O)OC(C)(C)C Tert-Butyl 4-(2-Amino-3-((3-Chloro-4-Fluorobenzyl)Amino)Phenyl)Piperazine-1-Carboxylate